(3R,4R)-1-cyclohexyl-4-{[5-(2,4-difluoro-phenyl)-isoxazole-3-carbonyl]-amino}-piperidine-3-carboxylic acid ((R)-1-phenyl-ethyl)-amide C1(=CC=CC=C1)[C@@H](C)NC(=O)[C@@H]1CN(CC[C@H]1NC(=O)C1=NOC(=C1)C1=C(C=C(C=C1)F)F)C1CCCCC1